Sodium iodate I(=O)(=O)[O-].[Na+]